COC1=NC=C(C2=C1N=C(S2)[NH-])C=2SC(=CC2)C [4-methoxy-7-(5-methyl-thiophen-2-yl)-thiazolo[4,5-c]pyridin-2-yl]-amid